tert-butyl 4-(4,6-dichloro-2-methylnicotinoyl)piperazine-1-carboxylate ClC1=CC(=NC(=C1C(=O)N1CCN(CC1)C(=O)OC(C)(C)C)C)Cl